FC1=C(C=CC2=C1N(C(=N2)C2=CC=C(C=C2)S(=O)(=O)C)C)C2CCN(CC2)C2CCN(CC2)CC(C)C 7-Fluoro-6-(1'-isobutyl-[1,4'-bipiperidin]-4-yl)-1-methyl-2-(4-(methylsulfonyl)phenyl)-1H-benzo[d]imidazol